(1R,3R,4S)-3-methyl-2-methylene-3-(4-methylpent-3-enyl)bicyclo[2.2.1]heptane C[C@@]1(C([C@@H]2CC[C@H]1C2)=C)CCC=C(C)C